OCC[C@@H]1[C@H](CC1)NC(OC(C)(C)C)=O tert-butyl N-[(1S,2R)-2-(2-hydroxyethyl)cyclobutyl]carbamate